ClC=1C(=CC2=C(OCCC3=C2SC=C3)C1)C=O 8-chloro-4,5-dihydrobenzo[b]thieno[2,3-d]oxepine-9-carbaldehyde